O1CCCCO1 1,6-dioxane